[N+](=O)([O-])C1=C(C(=O)NC2=CC3=NC4=C(C=CC=C4C3=CC=C2)NC(C)C)C=CC=C1 7-(2-nitrobenzoyl)amino-4-(isopropyl)aminocyclohepta[7,6-b]indole